ClC1=CC=C(C=C1)[C@@]1(N(C(C2=CC(=CC(=C12)F)C(C)(C1CCN(CC1)S(=O)(=O)C)O)=O)CC1=NC=C(C=C1)Cl)OC (3R)-3-(4-Chlorophenyl)-2-[(5-chloropyridin-2-yl)methyl]-4-fluoro-6-[1-hydroxy-1-(1-methansulfonylpiperidin-4-yl)ethyl]-3-methoxy-2,3-dihydro-1H-isoindol-1-on